FC(C=1C=CC=2N(N1)C(=CN2)C2=CC(=NC=C2)N2CC(CCC2)CCS(=O)(C)=N)F (2-(1-(4-(6-(Difluoromethyl)imidazo[1,2-b]pyridazin-3-yl)pyridin-2-yl)piperidin-3-yl)ethyl)(imino)(methyl)-λ6-sulfanone